2-methoxy-5-((5-(1-methyl-1H-pyrazol-5-yl)pyridin-3-yl)methoxy)isonicotinaldehyde COC=1C=C(C=O)C(=CN1)OCC=1C=NC=C(C1)C1=CC=NN1C